5-(4-ethoxyphenyl)-7-(3,4,5-trimethoxyphenyl)-4,7-dihydro-[1,2,4]triazolo[1,5-a]pyrimidine C(C)OC1=CC=C(C=C1)C=1NC=2N(C(C1)C1=CC(=C(C(=C1)OC)OC)OC)N=CN2